5-((((2S,5R)-5-(2-Oxo-2-(4-(5-(trifluoromethyl)pyrimidin-2-yl)piperazin-1-yl)ethyl)tetrahydrofuran-2-yl)methyl)amino)-4-(trifluoromethyl)pyridazin-3(2H)-one O=C(C[C@H]1CC[C@H](O1)CNC1=C(C(NN=C1)=O)C(F)(F)F)N1CCN(CC1)C1=NC=C(C=N1)C(F)(F)F